nonane-7,8-dicarboxylate CCCCCCC(C(C)C(=O)[O-])C(=O)[O-]